C(CCCC)N1C=C2CCC3=C(C2=C1)C=CC(=C3)NC(C=C)=O N-(2-pentyl-4,5-dihydro-2H-benzo[e]Isoindol-7-yl)acrylamide